(3S,6S,10aR)-6-((tert-butoxycarbonyl)amino)-5,9-dioxodecahydropyrrolo[1,2-a]azocine-3-carboxylic acid C(C)(C)(C)OC(=O)N[C@H]1CCC(C[C@@H]2N(C1=O)[C@@H](CC2)C(=O)O)=O